COC(=O)C=1C=C2C=CC=[N+](C2=CC1)[O-] 6-(Methoxycarbonyl)quinoline 1-oxide